CN1CC2(CC2)C[C@H]1CO (S)-(5-methyl-5-azaspiro[2.4]heptan-6-yl)methanol